C[C@@H]1N([C@@H](CC1)C)C1=NC(=CC=C1C(=O)NS(=O)(=O)C=1C(NC=CC1)=O)C1=CC(=CC=C1)OCC(C)C 2-[(2S,5R)-2,5-Dimethylpyrrolidin-1-yl]-6-(3-isobutoxyphenyl)-N-[(2-oxo-1H-pyridin-3-yl)sulfonyl]pyridin-3-carboxamid